(S)-N-((R)-2-(difluoromethoxy)-1-(3-(trifluoromethoxy)phenyl)ethyl)-3-(1-fluorocyclopropyl)-3-hydroxybutyramide FC(OC[C@@H](C1=CC(=CC=C1)OC(F)(F)F)NC(C[C@](C)(O)C1(CC1)F)=O)F